(E)-methyl octa-4,7-dienoate C(CC\C=C\CC=C)(=O)OC